CN(S(=O)(=O)C(F)F)C dimethyldifluoromethanesulfonamide